C(C=C)N(C(CC)=O)CC1=CC=C(C=C1)C1=NOC(=N1)C(F)(F)F N-Allyl-N-[[4-[5-(trifluoromethyl)-1,2,4-oxadiazole-3-yl]phenyl]methyl]propanamide